ClC=1C=C(C=C(C1)[N+](=O)[O-])I 3-chloro-1-iodo-5-nitrobenzene